The molecule is an acene that consists of seven ortho-fused benzene rings in a rectilinear arrangement. It is an acene and a member of heptacenes. C1=CC=C2C=C3C=C4C=C5C=C6C=C7C=CC=CC7=CC6=CC5=CC4=CC3=CC2=C1